(6-(2,6-Dioxopiperidin-3-yl)pyridin-3-yl)carbamic acid tert-butyl ester C(C)(C)(C)OC(NC=1C=NC(=CC1)C1C(NC(CC1)=O)=O)=O